CN(C1=CC2=C(C=N1)OC1=CC(=CC=C1C2=O)C=2C=NNC2)C2CCNCC2 3-(methyl(piperidin-4-yl)amino)-8-(1H-pyrazol-4-yl)-5H-chromeno[2,3-c]-pyridin-5-one